C1(CC1)S(=O)(=O)N1N=CC(=C1)C1=NC=CC(=N1)C1(NC=C(C(=C1)NC1CCC(CC1)F)C1=NN(C=C1)CCC(F)(F)F)N 2-(2-(1-(Cyclopropylsulfonyl)-1H-pyrazol-4-yl)pyrimidin-4-yl)-N4-((1s,4s)-4-fluorocyclohexyl)-5-(1-(3,3,3-trifluoropropyl)-1H-pyrazol-3-yl)pyridine-2,4-diamine